FC(CNC=1N=C(C(=NC1C1=CC=CC=2N(C=NC21)C)C(=O)N)NC2=CC=C(C=C2)N2CCOCC2)F 5-(2,2-Difluoroethylamino)-6-(1-methylbenzimidazol-4-yl)-3-(4-morpholinoanilino)pyrazin-2-carboxamid